[(2R,6R)-4-(8-cyanoquinoxalin-5-yl)-6-methyl-morpholin-2-yl]methyl trifluoromethanesulfonate FC(S(=O)(=O)OC[C@H]1CN(C[C@H](O1)C)C1=C2N=CC=NC2=C(C=C1)C#N)(F)F